C(N)(=O)C=1N=CC(=NC1)N1C[C@@H](CC1)N(C(OC(C)(C)C)=O)C tert-butyl N-[(3R)-1-(5-carbamoyl pyrazin-2-yl) pyrrolidin-3-yl]-N-methyl-carbamate